N-(4-amino-1-tetrahydropyran-2-yl-pyrazolo[4,3-c]pyridin-7-yl)-N'-benzyl-N'-[(4-chloro-2-methyl-phenyl)methyl]oxamide Copper [Cu].NC1=NC=C(C2=C1C=NN2C2OCCCC2)NC(=O)C(=O)N(CC2=C(C=C(C=C2)Cl)C)CC2=CC=CC=C2